Cl.FC1=C(O[C@H]2CNCC2)C=C(C=C1)F (R)-3-(2,5-difluorophenoxy)pyrrolidine hydrochloride